(2R)-N-(3-chloro-2-methoxyphenyl)-2-methyl-6-oxo-4-{[3-(tetrahydropyran-2-ylmethoxy)-4-pyridyl]methylamino}-2,3-dihydro-1H-pyridine-5-carbothioamide ClC=1C(=C(C=CC1)NC(=S)C1=C(C[C@H](NC1=O)C)NCC1=C(C=NC=C1)OCC1OCCCC1)OC